diallyl-isopropylammonium hydroxide [OH-].C(C=C)[NH+](C(C)C)CC=C